(4-methylpiperazin-1-yl)methylketone CN1CCN(CC1)CC(=O)CN1CCN(CC1)C